N-Fmoc-O-allylornithine C(=O)(OCC1C2=CC=CC=C2C2=CC=CC=C12)N[C@@H](CCCN)C(=O)OCC=C